CC1CCC2(CN(C2=O)[C@H](C(=O)O)CCC(=O)O)CC1 (S)-2-(7-methyl-1-oxo-2-azaspiro[3.5]nonan-2-yl)glutaric acid